N-[1-[[2-chloro-5-[3-(difluoromethoxy)phenyl]phenyl]methyl]-2-[4-(4-methyl-1,2,4-triazol-3-yl)anilino]-2-oxo-ethyl]-2-methyl-pyrazole-3-carboxamide ClC1=C(C=C(C=C1)C1=CC(=CC=C1)OC(F)F)CC(C(=O)NC1=CC=C(C=C1)C1=NN=CN1C)NC(=O)C=1N(N=CC1)C